C1(CC1)C1=CC(=NN1)NC1=NC(=NC2=CC=CC=C12)NC1=CC=C(C(=O)NC2=CC=C(C=C2)F)C=C1 4-((4-((5-cyclopropyl-1H-pyrazol-3-yl)amino)quinazolin-2-yl)amino)-N-(4-fluorophenyl)benzamide